2-dodecyl-acetic acid C(CCCCCCCCCCC)CC(=O)O